Cl.N1=CC(=CC=C1)NC=1C=CC=C2CCNCC12 N-(Pyridin-3-yl)-1,2,3,4-tetrahydroisoquinolin-8-amine hydrochloride